7-methoxy-N-(6-methoxypyridin-2-yl)-2-(1-methyl-2-oxabicyclo[2.1.1]hex-4-yl)imidazo[1,2-a]pyridine-6-carboxamide COC1=CC=2N(C=C1C(=O)NC1=NC(=CC=C1)OC)C=C(N2)C21COC(C2)(C1)C